C(C)N(CCN(CC)CC)CC N,N,N',N'-tetraethyl-1,2-ethylenediamine